ClC1=C(C=C(C=C1)NC(=O)C=1C=NNC1)C(NC1=CC2=C(NC(CO2)=O)C=C1)=O N-{4-chloro-3-[(3-oxo-3,4-dihydro-2H-1,4-benzoxazin-7-yl)carbamoyl]Phenyl}-1H-pyrazole-4-carboxamide